benzyl (R)-4-(4-(4-(1-(5-(tert-butyl)-1,2,4-oxadiazole-3-carboxamido)ethyl)-2-fluoro-5-methylphenyl)-9H-pyrimido[4,5-b]indol-7-yl)piperazine-1-carboxylate C(C)(C)(C)C1=NC(=NO1)C(=O)N[C@H](C)C1=CC(=C(C=C1C)C1=NC=NC=2NC3=CC(=CC=C3C21)N2CCN(CC2)C(=O)OCC2=CC=CC=C2)F